2-(pyridin-4-yl)-N-(4-(N-(2-(trifluoromethoxy)benzyl)sulfamoyl)phenyl)cyclopropane-1-carboxamide N1=CC=C(C=C1)C1C(C1)C(=O)NC1=CC=C(C=C1)S(NCC1=C(C=CC=C1)OC(F)(F)F)(=O)=O